3-((2-fluoro-4-(3,9-diazaspiro[5.5]undecan-3-yl)phenyl)amino)piperidine-2,6-dione FC1=C(C=CC(=C1)N1CCC2(CC1)CCNCC2)NC2C(NC(CC2)=O)=O